C1C2=C(OC1)C=CC=1CCC(C12)CCNC(CC)=O N-[2-(1,6,7,8-tetrahydro-2H-indeno[5,4-b]furan-8-yl)ethyl]propionamide